FC1(CCN(CC1)[C@@H]1[C@H](CCC1)OC=1C=C2CN(C(C2=CC1)=O)C1C(NC(CC1)=O)=O)F 3-(5-(((1S,2S)-2-(4,4-difluoropiperidin-1-yl)cyclopentyl)oxy)-1-oxoisoindolin-2-yl)piperidine-2,6-dione